(6-chloro-3,4-dihydro-2,7-naphthyridin-2(1H)-yl)[6-methyl-4-[(1-methylcyclopropyl)amino]furo[2,3-d]pyrimidin-5-yl]-methanone ClC=1C=C2CCN(CC2=CN1)C(=O)C1=C(OC=2N=CN=C(C21)NC2(CC2)C)C